NC=1NC2=C(N1)C(=C1C(=C2F)CC(C1)C(=O)OC)F methyl 2-amino-4,8-difluoro-3,5,6,7-tetrahydrocyclopenta[f]benzimidazole-6-carboxylate